CN(CCN1N=CC(=N1)NC1=NC=C(C(=N1)NCCCN1CCOCCC1=O)C(F)(F)F)C 4-(3-((2-((2-(2-(dimethylamino)ethyl)-2H-1,2,3-triazol-4-yl)amino)-5-(trifluoromethyl)pyrimidin-4-yl)amino)propyl)-1,4-oxazepan-5-one